(2S)-2-[(2S)-2-[(2S)-5-(tert-Butoxy)-2-{[(9H-fluoren-9-ylmethoxy)carbonyl]amino}-5-oxopentanamido]-3-methylbutanamido]-5-(carbamoylamino)pentanoic acid C(C)(C)(C)OC(CC[C@@H](C(=O)N[C@H](C(=O)N[C@H](C(=O)O)CCCNC(N)=O)C(C)C)NC(=O)OCC1C2=CC=CC=C2C=2C=CC=CC12)=O